[Ni].[Cu].[Sr].[Ce] cerium-strontium-copper-nickel